1-(4-((4-((5-chlorobenzo[d]oxazol-2-yl)amino)-7-methoxyquinazolin-6-yl)oxy)piperidin-1-yl)prop-2-en-1-one ClC=1C=CC2=C(N=C(O2)NC2=NC=NC3=CC(=C(C=C23)OC2CCN(CC2)C(C=C)=O)OC)C1